(4-Hydroxypentyl)-3-carboxyindole OC(CCCC=1NC2=CC=CC=C2C1C(=O)O)C